C(C)(C)(C)N(C(O)=O)CC1=NC=C(C=N1)Cl.COC1=C(C=CC=C1)C=1C2=CC=CC=C2N=C2C=CC=CC12 9-(2-methoxyphenyl)acridine tert-butyl-((5-chloropyrimidin-2-yl)methyl)carbamate